O(C1=CC=CC=C1)C1=CC2=C(N=C(S2)N)C=C1 6-phenoxybenzo[d]thiazol-2-amine